bis-(2,6-dichlorobenzoyl)-1-naphthyl-phosphine oxide ClC1=C(C(=O)P(C2=CC=CC3=CC=CC=C23)(C(C2=C(C=CC=C2Cl)Cl)=O)=O)C(=CC=C1)Cl